(S,E)-Ethyl-7-(1-(2-(2-adamantylamino)-2-oxoethyl)-2-oxo-1,2-dihydropyridin-3-ylamino)-6-(1-methyl-1H-imidazol-5-carboxamido)-7-oxohept-2-enoat C(C)OC(\C=C\CC[C@@H](C(=O)NC=1C(N(C=CC1)CC(=O)NC1C2CC3CC(CC1C3)C2)=O)NC(=O)C2=CN=CN2C)=O